1-(4-C-azido-2-deoxy-2-fluoro-β-D-arabinofuranosyl)-4-(ethylamino)-2(1H)-Pyrimidinone N(=[N+]=[N-])[C@]1([C@H]([C@@H]([C@@H](O1)N1C(N=C(C=C1)NCC)=O)F)O)CO